O1CCC(=CC1)C1=NN2C(N(C(=C(C2=O)N2CCNCC2)CC)CC(=O)NC2=C(C(=C(C=C2)C(F)(F)F)F)C)=N1 2-(2-(3,6-dihydro-2H-pyran-4-yl)-5-ethyl-7-oxo-6-(piperazin-1-yl)-[1,2,4]triazolo[1,5-a]pyrimidine-4(7H)-yl)-N-(3-fluoro-2-methyl-4-(trifluoromethyl)phenyl)acetamide